FC=1C(=NC(=NC1)NC=1C(=NN(C1)C(C#N)(C)C)C)OCC1CCC(CCC1)O 2-(4-((5-fluoro-4-((4-hydroxycycloheptyl)methoxy)pyrimidin-2-yl)amino)-3-methyl-1H-pyrazol-1-yl)-2-methylpropanenitrile